copper-zinc-chromium [Cr].[Zn].[Cu]